Cl.OC[C@H]1CN(CC1)C=1C=C2C(=CC=NC2=CC1)C(=O)O (R)-6-(3-(Hydroxymethyl)pyrrolidin-1-yl)quinoline-4-carboxylic acid HCl